N-((2-(6-(4-(dimethylamino)piperidin-1-yl)pyridin-2-yl)-1,6-naphthyridin-7-yl)methyl)-5-(methylsulfonyl)nicotinamide CN(C1CCN(CC1)C1=CC=CC(=N1)C1=NC2=CC(=NC=C2C=C1)CNC(C1=CN=CC(=C1)S(=O)(=O)C)=O)C